4-fluoro-6,7-dihydro-3H-oxathiepine 2,2-dioxide FC=1CS(OCCC1)(=O)=O